FC1(CC1)C(=O)NC1=CC=C(C=C1)CNC1=NC(=NC=2N1N=CC2C(C)C)NC2COC2 1-Fluoro-N-(4-(((8-isopropyl-2-(oxetan-3-ylamino)pyrazolo[1,5-a][1,3,5]triazin-4-yl)amino)methyl)phenyl)cyclopropane-1-carboxamide